N5-(2-(1H-pyrazol-4-yl)ethyl)-3-ethyl-N7-methyl-3-phenyl-2,3-dihydrobenzofuran-5,7-dicarboxamide N1N=CC(=C1)CCNC(=O)C=1C=C(C2=C(C(CO2)(C2=CC=CC=C2)CC)C1)C(=O)NC